CSC=1N=C(C=2N=CN([C@H]3[C@H](O)[C@H](O)[C@@H](CO)O3)C2N1)NC(CC(=C)C)O 2-methylsulfanyl-N6-(cis-hydroxyisopentenyl)adenosine